3-bromo-5-fluoro-2-methyl-6-nitro-pyridine BrC=1C(=NC(=C(C1)F)[N+](=O)[O-])C